(1S,2S)-2-fluoro-N-(6-(6-fluoro-5-methyl-7-(prop-1-en-2-yl)-1H-indazol-4-yl)imidazo[1,2-a]pyrazin-2-yl)cyclopropane-1-carboxamide F[C@@H]1[C@@H](C1)C(=O)NC=1N=C2N(C=C(N=C2)C2=C3C=NNC3=C(C(=C2C)F)C(=C)C)C1